CC1=C(C=C(C=C1)C)I 1,4-dimethyl-2-iodobenzene